FC1(C=2N(CCC1)N=C(C2)NC(C2=CC(=C(C=C2)C)C#CC=2C=NC1=CC=NC=C1C2)=O)F N-(4,4-difluoro-6,7-dihydro-5H-pyrazolo[1,5-a]pyridin-2-yl)-4-methyl-3-[2-(1,6-naphthyridin-3-yl)ethynyl]benzamide